C(C)C1=C(C=CC=C1)CN1C(CCC1=O)CC(=O)N(CC(=O)O)C 2-[[2-[1-[(2-ethylphenyl)methyl]-5-oxopyrrolidin-2-yl]acetyl]-methylamino]acetic acid